1,6-naphthyridine-3-carboxylate N1=CC(=CC2=CN=CC=C12)C(=O)[O-]